(Z)-3-(3,7-difluoro-1-(tetrahydro-2H-pyran-2-yl)-1H-indazol-6-yl)-2-fluoro-N-(5-fluoro-4-methyl-2-(trifluoromethyl)pyridin-3-yl)acrylamide FC1=NN(C2=C(C(=CC=C12)\C=C(\C(=O)NC=1C(=NC=C(C1C)F)C(F)(F)F)/F)F)C1OCCCC1